C(=O)[C@H]1CCC(N1C(=O)OC(C)(C)C)(C)CC1CCC(CC1)OC tert-butyl (5R)-5-formyl-2-(((1r,4R)-4-methoxycyclohexyl)methyl)-2-methylpyrrolidine-1-carboxylate